C(C)C1=NC=CN=C1 2-ETHYL-PYRAZINE